(S)-Methyl-2-amino-4-methylpentanoate COC([C@H](CC(C)C)N)=O